4-chloro-9-(2'-(naphthalen-1-yl)-[1,1'-biphenyl]-4-yl)-9H-carbazole ClC1=CC=CC=2N(C3=CC=CC=C3C12)C1=CC=C(C=C1)C1=C(C=CC=C1)C1=CC=CC2=CC=CC=C12